N-(4-cyanobenzyl)-8-fluoro-1-methyl-2-oxo-1,2-dihydro-1,5-naphthyridine-3-carboxamide C(#N)C1=CC=C(CNC(=O)C=2C(N(C3=C(C=CN=C3C2)F)C)=O)C=C1